FC(C1=NN=C(O1)O)(F)F 5-(trifluoromethyl)-1,3,4-oxadiazol-ol